2-(2-(2-nitro-1H-imidazol-1-yl)ethoxy)ethanamine trifluoroacetate FC(C(=O)O)(F)F.[N+](=O)([O-])C=1N(C=CN1)CCOCCN